COC([C@H](CC(=O)C1=CC2=C(S1)C=C(C(=C2)OC)OCC2=CC=CC=C2)C)=O (S)-4-(6-(benzyloxy)-5-methoxybenzo[b]Thiophen-2-yl)-2-methyl-4-oxobutanoic acid methyl ester